N-[(1S)-1-formyl-3-methylbutyl]-alaninamide C(=O)[C@H](CC(C)C)NC([C@@H](N)C)=O